(R,6S)-N'-(((R)-3-methyl-1,2,3,5,6,7-hexahydro-s-indacen-4-yl)carbamoyl)-6-(methylamino)-6,7-dihydro-5H-pyrazolo[5,1-b][1,3]oxazine-3-sulfonimidamide C[C@@H]1CCC2=CC=3CCCC3C(=C12)NC(=O)N=[S@](=O)(N)C=1C=NN2C1OC[C@H](C2)NC